ethyl 1-[(2-acetyl-6-{3-azabicyclo[3.1.0]hexan-3-yl}pyridin-3-yl)methyl]-1H-pyrazole-4-carboxylate C(C)(=O)C1=NC(=CC=C1CN1N=CC(=C1)C(=O)OCC)N1CC2CC2C1